CC=1SC=C(N1)CC(=O)NC=1C=C(C=C(C1)C(F)(F)F)NC(=O)[N-]C1=C[N+](=NO1)CC1=NC=CC=C1 ((3-(2-(2-Methylthiazol-4-yl)acetamido)-5-(trifluoromethyl)phenyl)-carbamoyl)(3-(pyridin-2-ylmethyl)-1,2,3-oxadiazol-3-ium-5-yl)amide